(S)-8-((3S,5R)-4-acryloyl-3,5-dimethylpiperazin-1-yl)-l-1-(4-chlorothiophen-2-yl)-3-(pyridin-2-yloxy)-10-(trifluoromethyl)-3,4-dihydro-2H,6H-[1,4]thiazepino[2,3,4-ii]quinazolin-6-one C(C=C)(=O)N1[C@H](CN(C[C@H]1C)C1=NC(N2C3=C(C=C(C=C13)C(F)(F)F)S(C[C@H](C2)OC2=NC=CC=C2)C=2SC=C(C2)Cl)=O)C